CC1=NOC(=C1)C1=CC=CS1 5-(3-methyl-1,2-oxazol-5-yl)thiophen